but-1,3-dien-1-ylcyclohexanecarboxylate C(=CC=C)OC(=O)C1CCCCC1